FC(C=1C(=C(C=CC1)[C@@H](C)NC=1C2=C(N=C(N1)C)N=C(C(=C2)N2CCN(CC2)C(C)C)OC2CN(C2)C)F)F (R)-N-(1-(3-(difluoromethyl)-2-fluorophenyl)ethyl)-6-(4-isopropylpiperazin-1-yl)-2-methyl-7-((1-methylazetidin-3-yl)oxy)pyrido[2,3-d]pyrimidin-4-amine